5-(2-(4-((3-chloro-5-(trifluoromethoxy)benzyl)amino)butoxy)ethoxy)benzo[c][2,6]naphthyridine-8-carboxylic acid ClC=1C=C(CNCCCCOCCOC2=NC3=C(C4=CN=CC=C24)C=CC(=C3)C(=O)O)C=C(C1)OC(F)(F)F